FC([C@H]1NCCC1)F (2S)-2-(difluoromethyl)pyrrolidine